[Pb]1(CC=CC=C1)=O plumbinon